tetracetylthioglucose C(CCCCCCCCCCCCCCC)[C@@]([C@@]([C@](C(=S)CCCCCCCCCCCCCCCC)(O)CCCCCCCCCCCCCCCC)(O)CCCCCCCCCCCCCCCC)(O)[C@H](O)CO